6-((((S)-1-(6-aminopyridin-3-yl)piperidin-3-yl)(2-(2-methoxypyridin-4-yl)ethyl)amino)methyl)-9,10-difluoro-3-methyl-2H-[1,4]oxazino[2,3,4-ij]quinolin-7(3H)-one NC1=CC=C(C=N1)N1C[C@H](CCC1)N(CCC1=CC(=NC=C1)OC)CC1=CN2C3=C(C(=C(C=C3C1=O)F)F)OCC2C